BrC=1C=C2C=CN(C(C2=CC1)=O)C1C(NC(CC1)=O)=O 3-(6-bromo-1-oxoisoquinolin-2-yl)piperidine-2,6-dione